NC1=NN2C(C=NC=C2N2C[C@@H](OCC2)C(=O)N2[C@H](C3=C(C=C(C=C3CC2)C(F)(F)F)Cl)C)=N1 ((R)-4-(2-amino-[1,2,4]triazolo[1,5-a]pyrazin-5-yl)morpholin-2-yl)((S)-8-chloro-1-methyl-6-(trifluoromethyl)-3,4-dihydroisoquinolin-2(1H)-yl)methanone